CN(CCC(CO)O)C 4-(dimethylamino)butane-1,2-diol